palladium ammonia N.[Pd]